1-((6aR,8R)-6a-(difluoromethyl)-2-(3-fluoro-2-hydroxyphenyl)-5,6,6a,7,8,9-hexahydropyrrolo[1',2':4,5]pyrazino[2,3-c]pyridazin-8-yl)-1H-pyrazolo[3,4-b]pyridine-5-carbaldehyde FC([C@]12N(C=3C(=NN=C(C3)C3=C(C(=CC=C3)F)O)NC1)C[C@@H](C2)N2N=CC=1C2=NC=C(C1)C=O)F